C(C)(C)(C)OC(=O)N1[C@H](CN([C@@H](C1)C)C=1C2=C(N=CN1)N(C=C2I)S(=O)(=O)C2=CC=C(C)C=C2)C (2s,5r)-4-(5-iodo-7-tosyl-7H-pyrrolo[2,3-d]pyrimidin-4-yl)-2,5-dimethylpiperazine-1-carboxylic acid tert-butyl ester